piperidine-3,4-diol N1CC(C(CC1)O)O